thenoic acid C1(=CC=CS1)C(=O)O